2,6-dichloro-N-[3-(dimethylamino)propyl]pyridine-4-carboxamide ClC1=NC(=CC(=C1)C(=O)NCCCN(C)C)Cl